benzyl (3-(4-aminophenyl)bicyclo[1.1.1]pentan-1-yl)carbamate NC1=CC=C(C=C1)C12CC(C1)(C2)NC(OCC2=CC=CC=C2)=O